C(C)(C)(C)C1=CC=2C(=C(C3=CC(=CC=C3C2C=C1)C(C)(C)C)C(=O)OCC)C Ethyl 2,7-di-tert-butyl-10-methylphenanthrene-9-carboxylate